N=CS(=O)C iminodimethyl-oxosulfane